methyl (2S)-2-[[(2S)-4-methyl-2-(2-naphthylsulfonylamino)pentanoyl]amino]-3-[(3S)-2-oxopyrrolidin-3-yl]propanoate CC(C[C@@H](C(=O)N[C@H](C(=O)OC)C[C@H]1C(NCC1)=O)NS(=O)(=O)C1=CC2=CC=CC=C2C=C1)C